N-[3-(3,5-dimethylisoxazol-4-yl)-4-[2-[(1S,4S)-2-oxa-5-azabicyclo[2.2.1]heptan-5-yl]ethoxy]phenyl]-1-fluoro-cyclopropanecarboxamide CC1=NOC(=C1C=1C=C(C=CC1OCCN1[C@@H]2CO[C@H](C1)C2)NC(=O)C2(CC2)F)C